N,N-dimethyl-ammonium acetoacetate C(CC(=O)C)(=O)[O-].C[NH2+]C